C(C)(=O)C=1C(OC2=CC(=CC(=C2C1)C)C1=CC=C(C=C1)OC)=O 3-acetyl-5-methyl-7-(4-methoxyphenyl)coumarin